COC=1C(=C(C=CC1)C=1C=C(SC1)C(=O)NC1=CC(=CC=C1)NS(=O)(=O)C)C 4-(3-methoxy-2-methylphenyl)-N-(3-(methylsulfonamido)phenyl)thiophene-2-carboxamide